FC1(CCC(CC1)NCC[C@H]1CN(CC1)C1=C(C=CC(=C1)C)S(=O)(=O)N1[C@@H](CCC1)C(=O)O)F |&1:10| ((2-((RS)-3-(2-((4,4-Difluorocyclohexyl)amino)ethyl)pyrrolidin-1-yl)-4-methylphenyl)sulfonyl)-L-proline